C(#N)C=1C=C(C2=C(C(=CC=C2C1)F)C#C)C1=C(C=2N=C(N=C(C2C=N1)N1CC(CCCC1)NC(C=C)=O)OCC12CCCN2CCC1)F N-(1-(7-(3-cyano-8-ethynyl-7-fluoronaphthalen-1-yl)-8-fluoro-2-((tetrahydro-1H-pyrrolizin-7a(5H)-yl)methoxy)pyrido[4,3-d]pyrimidin-4-yl)azepan-3-yl)acrylamide